2-methyl-N-(1-(2-(1-methyl-1H-pyrazol-4-yl)quinolin-4-yl)cyclopropyl)-5-(5-methylhexahydropyrrolo[3,4-c]pyrrol-2(1H)-yl)benzamide CC1=C(C(=O)NC2(CC2)C2=CC(=NC3=CC=CC=C23)C=2C=NN(C2)C)C=C(C=C1)N1CC2CN(CC2C1)C